(S)-2-methyl-6-(2-pentanoylamino-[1,2,4]triazolo[1,5-a]pyridin-7-yl)-N-(1-phenylethyl)quinazoline-4-carboxamide rac-tert-butyl-(1R,5R)-6-oxo-2-azabicyclo[3.2.0]heptane-2-carboxylate C(C)(C)(C)OC(=O)N1[C@@H]2CC([C@@H]2CC1)=O.CC1=NC2=CC=C(C=C2C(=N1)C(=O)N[C@@H](C)C1=CC=CC=C1)C1=CC=2N(C=C1)N=C(N2)NC(CCCC)=O |&1:8,11|